C(C)(C)(C)OC(=O)N1C2(CC2)[C@H]([C@@H](C1)C1=CC(=CC=C1)OC)C#N (6R,7S)-7-cyano-6-(3-methoxyphenyl)-4-azaspiro[2.4]heptane-4-carboxylic acid tert-butyl ester